C(C)(C)C1=C(C=C(C(=O)N2CCC(CC2)C2=C(C#N)C=CC=C2)C=C1)C1=NN=C(N1)CCOC (1-(4-isopropyl-3-(5-(2-methoxyethyl)-4H-1,2,4-triazol-3-yl)benzoyl)piperidin-4-yl)benzonitrile